C(OCC1OC(OC1)(CCCCCCCCC)C)(OC1=CC=C(C=C1)[N+](=O)[O-])=O (2-methyl-2-nonyl-1,3-dioxolan-4-yl)methyl (4-nitrophenyl) carbonate